COC[C@@]1(CCC=2C(=NNC2C1)C(=O)O)C (6R)-6-(methoxymethyl)-6-methyl-1,4,5,7-tetrahydroindazole-3-carboxylic acid